6-phenyl-3-(piperidin-4-ylmethyl)pyrimidin-4(3H)-one C1(=CC=CC=C1)C1=CC(N(C=N1)CC1CCNCC1)=O